6-[4-[2-[tert-butyl-(dimethyl)silyl]oxyethyl]-3-pyridinyl]-8-chloro-isoquinolin-3-amine C(C)(C)(C)[Si](OCCC1=C(C=NC=C1)C=1C=C2C=C(N=CC2=C(C1)Cl)N)(C)C